2-(2-hydroxy-4,6-dimethylphenyl)-6-propoxy-2,5-dihydro-4H-pyrazolo[3,4-d]pyrimidin-4-one OC1=C(C(=CC(=C1)C)C)N1N=C2N=C(NC(C2=C1)=O)OCCC